tert-butyl (R)-(1-(4-fluorophenyl)-3-hydroxylpropan-2-yl)carbamate FC1=CC=C(C=C1)C[C@H](CO)NC(OC(C)(C)C)=O